C1NCC12CN(CC2)C(=O)C2(CCN(CC2)C=2C=C(N=NC2)C2=C(C=CC=C2)O)C2=CC=CC=C2 2-[5-(4-{2,6-diazaspiro[3.4]octane-6-carbonyl}-4-phenylpiperidin-1-yl)pyridazin-3-yl]phenol